(1S,2S)-2-(5-{[trans-4-(trifluoromethyl)cyclohexyl]methoxy}-3,4'-bipyridin-2'-yl)cyclopropanecarboxylic acid FC([C@@H]1CC[C@H](CC1)COC=1C=C(C=NC1)C1=CC(=NC=C1)[C@@H]1[C@H](C1)C(=O)O)(F)F